4-[3-acetyl-6-[6-(6-methylpyridazin-3-yl)oxypyrazolo[1,5-a]pyridin-3-yl]pyridin-2-yl]-3-fluoro-1-(2,2,2-trifluoroethyl)pyridin-2-one C(C)(=O)C=1C(=NC(=CC1)C=1C=NN2C1C=CC(=C2)OC=2N=NC(=CC2)C)C2=C(C(N(C=C2)CC(F)(F)F)=O)F